OC=1C=C(C2=CC=CC=C2C1)C1=CC=C2C(=NC(=NC2=C1)OC[C@H]1N(CCC1)C)N1C[C@H]2CC[C@@H](C1)N2C(CCC#N)=O 4-((1R,5S)-3-(7-(3-hydroxynaphthalen-1-yl)-2-(((S)-1-methylpyrrolidin-2-yl)methoxy)quinazolin-4-yl)-3,8-diazabicyclo[3.2.1]octan-8-yl)-4-oxobutanenitrile